2-amino-5-hydroxy-naphthalene-1,7-disulfonic acid NC1=C(C2=CC(=CC(=C2C=C1)O)S(=O)(=O)O)S(=O)(=O)O